CS(=O)(C)=NC=1C=C(C(=NC1)C=1OC2=C(N1)C=C(C=C2)S(C(F)(F)F)(=O)=N)S(=O)(=O)CC [2-[5-[[dimethyl(oxo)-λ6-sulfanylidene]amino]-3-ethylsulfonyl-2-pyridyl]-1,3-benzoxazol-5-yl]-imino-oxo-(trifluoromethyl)-λ6-sulfane